tert-butyl (5-(4-chloro-6-(difluoromethyl)pyridin-2-yl)pentyl)carbamate ClC1=CC(=NC(=C1)C(F)F)CCCCCNC(OC(C)(C)C)=O